C(CC(=O)OCC(COC(CC(CCCCC)CCCCC)=O)(COC(CC(CCCCC)CCCCC)=O)CO[Si](C1=CC=CC=C1)(C1=CC=CC=C1)C(C)(C)C)(=O)OCCCCCCCCC nonyl 2-({[tert-butyl(diphenyl)silyl]oxy}methyl)-3-[(3-pentyloctanoyl)oxy]-2-[{(3-pentyloctanoyl)oxy}methyl]propyl propanedioate